1-(1-((6-bromopyridin-3-yl)methyl)-4-(cyanomethyl)piperidin-4-yl)-3-(cyclopropanecarboxamido)-1H-pyrazole-4-carboxamide BrC1=CC=C(C=N1)CN1CCC(CC1)(CC#N)N1N=C(C(=C1)C(=O)N)NC(=O)C1CC1